FC1=CC(=C2C(CNCC2=C1)O)OC 7-fluoro-5-methoxy-1,2,3,4-tetrahydroisoquinolin-4-ol